C(C)(C)(C)[Si](C)(C)OCCN1N=NC(=C1)N1C=C(C2=C(C=C(C=C12)Cl)OC)I tert-butyl-[2-[4-(6-chloro-3-iodo-4-methoxy-indol-1-yl)triazol-1-yl]ethoxy]-dimethyl-silane